BrC=1C=CC2=C(OC3(CCOCC3)CC(N2)=S)C1 8-bromo-2',3',5',6'-tetrahydro-3H-spiro[benzo[b][1,4]oxazepine-2,4'-pyran]-4(5H)-thione